OC1=C(C2=CC=CC=C2C=C1)C=NNC(=S)N.[Ir] Iridium compound with 2-hydroxy-1-naphthaldehyde thiosemicarbazone